9,9-difluoro-5-methyl-9H-fluorene-3-carboxylic acid FC1(C2=CC=CC(=C2C=2C=C(C=CC12)C(=O)O)C)F